C1=C(C=CC=2C=3C(=CC=CC3CC12)O)O Fluorene-2,5-diol